2-((6-(tert-butyl)pyrimidin-4-yl)amino)butanoic acid C(C)(C)(C)C1=CC(=NC=N1)NC(C(=O)O)CC